(R)-3-chloro-4-((3,5-difluoropyridin-2-yl)methoxy)-5',6-dimethyl-2'-(2-(oxetan-3-yl)pyrimidin-4-yl)-2H-[1,4'-bipyridin]-2-one ClC=1C(N(C(=CC1OCC1=NC=C(C=C1F)F)C)C1=CC(=NC=C1C)C1=NC(=NC=C1)C1COC1)=O